COC1=CC=C2C(=CC=NC2=C1)OC1=CC=C(C=C1)S(=O)(N)=NCC1=CC=C(C=C1)C1=CC=NC=C1 4-((7-methoxyquinolin-4-yl)oxy)-N'-(4-(pyridin-4-yl)benzyl)benzenesulfonimidamide